BrC1=C(C(=C(C(=C1CBr)Br)Br)CBr)Br 1,2,4,5-tetrabromo-3,6-bis(bromomethyl)BENZENE